C1(CC1)C=1C=NN2C1N=C(C=C2NCC2=CC=C(C=C2)C2=NC=CC=C2)N[C@@H]2CNCCC2 (S)-3-cyclopropyl-N5-(piperidin-3-yl)-N7-(4-(pyridin-2-yl)benzyl)pyrazolo[1,5-a]pyrimidine-5,7-diamine